tricyclopropyl citrate C(CC(O)(C(=O)OC1CC1)CC(=O)OC1CC1)(=O)OC1CC1